C(C(C(C(C(C(C(O)(F)F)(F)F)(F)F)(F)F)(F)F)(F)F)F tridecafluoroheptanol